C(C)SC1=NC(=CC(=C1C(=O)NCC1=CC(=CC=C1)F)C)N(CC1OCCC1)C 2-Ethylsulfanyl-N-[(3-fluorophenyl)-methyl]-4-methyl-6-[methyl-(tetrahydro-furan-2-yl-methyl)-amino]-pyridine-3-carboxylic acid amide